2-(4-iodo-2-(6-azaspiro[2.5]octan-6-yl)phenyl)-5-(4-methyl-6-(3-(trifluoromethyl)piperidin-1-yl)pyridin-2-yl)-1,3,4-oxadiazole IC1=CC(=C(C=C1)C=1OC(=NN1)C1=NC(=CC(=C1)C)N1CC(CCC1)C(F)(F)F)N1CCC2(CC2)CC1